1-(2-phenylacetylaminobenzo[d]thiazol-6-yl)-1-[2-(4-morpholinyl)ethyl]-3-(4-trifluoromethylphenyl)urea C1(=CC=CC=C1)CC(=O)NC=1SC2=C(N1)C=CC(=C2)N(C(=O)NC2=CC=C(C=C2)C(F)(F)F)CCN2CCOCC2